4-(cyclohexylmethyl)-6-(1H-pyrazol-1-yl)-N-(pyridin-2-yl)-1,3,5-triazin-2-amine C1(CCCCC1)CC1=NC(=NC(=N1)N1N=CC=C1)NC1=NC=CC=C1